C(#N)[C@H]1N(CSC1)C(CN1CC=CC2=CC(=CC=C12)N1CCSCC1)=O (R)-N-(2-(4-cyanothiazolidin-3-yl)-2-oxoethyl)-6-thiomorpholinoquinoline